3-bromo-2-[6-(trifluoromethyl)-[1,2,4]triazolo[1,5-a]pyrazin-2-yl]quinoline BrC=1C(=NC2=CC=CC=C2C1)C1=NN2C(C=NC(=C2)C(F)(F)F)=N1